2-[1,1'-biphenyl]-4-yl-4,4,5,5-tetramethyl-1,3,2-dioxaborolane C1(=CC=C(C=C1)B1OC(C(O1)(C)C)(C)C)C1=CC=CC=C1